COC(=O)C1=NS(C2=C1C=C(C=C2)C)(=O)=O 5-methylbenzo[D]isothiazole-3-carboxylic acid methyl ester 1,1-dioxide